2-(2-(2,6-dioxopiperidin-3-yl)-1,3-dioxoisoindolin-4-yl)-N-(3-((3aR,4R,9bR)-4-(hydroxymethyl)-1-tosyl-2,3,3a,4,5,9b-hexahydro-1H-pyrrolo[3,2-c]quinolin-8-yl)phenyl)acetamide O=C1NC(CCC1N1C(C2=CC=CC(=C2C1=O)CC(=O)NC1=CC(=CC=C1)C1=CC=2[C@H]3[C@@H]([C@@H](NC2C=C1)CO)CCN3S(=O)(=O)C3=CC=C(C)C=C3)=O)=O